(2R)-2-(5-fluoro-2-methoxypyridin-4-yl)-1-[(7S)-7-{[6-methyl-5-(1-methyl-1H-1,2,4-triazol-3-yl)pyridin-2-yl]amino}-5-azaspiro[2.4]heptan-5-yl]propan-1-one FC=1C(=CC(=NC1)OC)[C@H](C(=O)N1CC2(CC2)[C@@H](C1)NC1=NC(=C(C=C1)C1=NN(C=N1)C)C)C